(R)-1-((8-(3'-(7-Cyano-5-(((S)-1-hydroxypropan-2-ylamino)methyl)benzo[d]oxazol-2-yl)-2,2'-dimethylbiphenyl-3-ylamino)-1,7-naphthyridin-3-yl)methyl)pyrrolidin C(#N)C1=CC(=CC=2N=C(OC21)C=2C(=C(C=CC2)C2=C(C(=CC=C2)NC=2N=CC=C1C=C(C=NC21)CN2CCCC2)C)C)CN[C@H](CO)C